4-(((4-cyanobenzyl)oxy)phenyl)-7H-pyrrolo[2,3-d]pyrimidine C(#N)C1=CC=C(COC2=C(C=CC=C2)C=2C3=C(N=CN2)NC=C3)C=C1